C(C1CCCO1)OCC1(COC1)CC tetrahydrofurfuryl-(3-ethyl-3-oxetanylmethyl) ether